C(C)(C)(C)OC(=O)N1CC=2N=C(N=C(C2CC1)OS(=O)(=O)C(F)(F)F)SC (methylthio)-4-(((trifluoromethyl)sulfonyl)oxy)-5,6-dihydropyrido[3,4-d]pyrimidine-7(8H)-carboxylic acid tert-butyl ester